α-methoxy-para-cresol COCC=1C=CC(=CC1)O